(3R,6S)-3,6-diisobutyl-1-(3-phenylpropyl)-8-(piperidin-4-yl)tetrahydropyrazino[2,1-c][1,2,4]oxadiazine-4,7(3H,6H)-dione C(C(C)C)[C@@H]1C(N2C(N(O1)CCCC1=CC=CC=C1)CN(C([C@@H]2CC(C)C)=O)C2CCNCC2)=O